C(C)(C)(C)OC(=O)N1CC(C1)C1=NN(C2=NC=CC(=C21)C=C)C2=C(C=C(C=C2)OC(F)(F)F)Cl 3-[1-[2-chloro-4-(trifluoromethoxy)phenyl]-4-vinyl-pyrazolo[3,4-b]pyridin-3-yl]azetidine-1-carboxylic acid tert-butyl ester